BrC=1C=C(CNC2=NSC3=C2C=CC=C3)C=CC1 N-(3-bromobenzyl)benzo[d]isothiazol-3-amine